6-AMINO-1-(3-CHLORO-4-METHYLPHENYL)-3-{[2-(2,6-DIOXOPIPERIDIN-3-YL)-1-OXO-3H-ISOINDOL-5-YL]METHYL}PYRIMIDINE-2,4-DIONE NC1=CC(N(C(N1C1=CC(=C(C=C1)C)Cl)=O)CC=1C=C2CN(C(C2=CC1)=O)C1C(NC(CC1)=O)=O)=O